FC(C=1C=C(OC[C@H](CC)OS(=O)(=O)C)C=CC1)(F)F (S)-methylsulfonic acid 1-(3-trifluoromethyl-phenoxymethyl)-propyl ester